3,4-dimethoxybenzylzinc chloride [Cl-].COC=1C=C(C[Zn+])C=CC1OC